ClC1=C(C(=CC=C1)Cl)COC=1C=CC(=NC1)C1=NOC(=N1)CO (3-{5-[(2,6-dichlorophenyl)methoxy]pyridin-2-yl}-1,2,4-oxadiazol-5-yl)methanol